(S)-2-(3-(dimethylamino)-2,5-dioxopyrrolidin-1-yl)-N-(2-fluorobenzyl)propanamide toluenesulfonate C(C1=CC=CC=C1)S(=O)(=O)O.CN(C1C(N(C(C1)=O)[C@H](C(=O)NCC1=C(C=CC=C1)F)C)=O)C